C(C)(C)(C)OC(CCC(=O)[O-])=O mono-t-butylsuccinate